5-fluoro-N-[(1s,4s)-4-{[6-chloro-2-(trifluoromethyl)quinolin-4-yl]amino}cyclohexyl]-1-benzofuran-2-carboxamide FC=1C=CC2=C(C=C(O2)C(=O)NC2CCC(CC2)NC2=CC(=NC3=CC=C(C=C23)Cl)C(F)(F)F)C1